O1COC2=C1C=CC(=C2)C2=C(C=CC=C2)B(O)O benzo[d][1,3]dioxolan-5-ylphenylboronic acid